NC1=CC=CC(=N1)S(=O)(=O)NC(=O)C=1C(=NC(=CC1)C=1C=NC(=CC1)OCC1CC1)N1[C@H](CC[C@H]1C)C N-[(6-Amino-2-pyridyl)sulfonyl]-6-[6-(cyclopropylmethoxy)-3-pyridyl]-2-[(2S,5R)-2,5-dimethylpyrrolidin-1-yl]pyridin-3-carboxamid